C(#N)C=1C=NN2C1C(=CC(=C2)OCC)C=2C=CC(=NC2)N2C[C@@H]([C@@H](CC2)O)NC(OC(C)(C)C)=O tert-butyl ((3S,4R)-1-(5-(3-cyano-6-ethoxypyrazolo[1,5-a]pyridin-4-yl)pyridin-2-yl)-4-hydroxypiperidin-3-yl)carbamate